6-(4-tert-butylphenoxy)pyridine-3-amine C(C)(C)(C)C1=CC=C(OC2=CC=C(C=N2)N)C=C1